N=1N(N=CC1)C1=C(C=C(C=N1)NC(=O)C1=C(C=C(C=C1)C1=C(C=CC=C1C)F)C)C(F)(F)F N-(6-(2H-1,2,3-triazol-2-yl)-5-(trifluoromethyl)pyridin-3-yl)-2'-fluoro-3,6'-dimethyl-[1,1'-biphenyl]-4-carboxamide